1-[3,5-dichloro-2-(2-hydroxyethyl)phenyl]-3-(3-fluoro-5-methoxyphenyl)urea ClC=1C(=C(C=C(C1)Cl)NC(=O)NC1=CC(=CC(=C1)OC)F)CCO